CN1C(=NC(=C1)C(F)(F)F)C1=CC=C(C=C1)C(C)N 1-(4-(1-methyl-4-(trifluoromethyl)-1H-imidazol-2-yl)phenyl)ethan-1-amine